FC1=CC=C(CN2C(=NC=3N(C(N(C(C23)=O)CCCO)=O)C)OC=2C=C(C=CC2)C)C=C1 7-(4-fluorobenzyl)-1-(3-hydroxypropyl)-3-methyl-8-(m-tolyloxy)-1H-purine-2,6(3H,7H)-dione